S(=O)(=O)(O)O bishydrogensulfate